ClC=1C=C2CCN(CC2=C(C1)[C@H]1N(CCC1)C(=O)OC(C)(C)C)C(=O)C=1C=NC(=NC1)C tert-butyl (S)-2-[6-chloro-2-(2-methylpyrimidine-5-carbonyl)-1,2,3,4-tetrahydroisoquinolin-8-yl]pyrrolidine-1-carboxylate